C(C)(C)C(COCCOC)N (2-(2-isopropyl-aminoethoxy) ethyl)methyl ether